BrC=1C=C2CC(C(C2=CC1)=O)OC 5-bromo-2-methoxy-2,3-dihydro-1H-inden-1-one